(S)-6-((7-oxo-5,6,7,8-tetrahydro-1,8-naphthyridin-4-yl)oxy)chromane-3-carboxylic acid O=C1CCC=2C(=CC=NC2N1)OC=1C=C2C[C@@H](COC2=CC1)C(=O)O